CC1=CC(=C(C(=N1)O)[N+](=O)[O-])O 6-methyl-3-nitro-2,4-pyridinediol